N-(4-((2-(1,1-difluoroethyl)-6-methylpyrimidin-4-yl)amino)-5-(6,7-dihydro-5H-pyrrolo[1,2-a]imidazol-2-yl)pyridin-2-yl)acetamide FC(C)(F)C1=NC(=CC(=N1)NC1=CC(=NC=C1C=1N=C2N(C1)CCC2)NC(C)=O)C